7-(5-methyl-6-morpholinylpyridin-3-yl)-4-phenyl-3,4-dihydro-1H-benzo[4,5]imidazo[2,1-c][1,4]oxazine CC=1C=C(C=NC1N1CCOCC1)C1=CC2=C(N=C3COCC(N32)C3=CC=CC=C3)C=C1